1,3-dichloro-4-trifluoromethyl-6-nitrobenzene ClC1=CC(=C(C=C1[N+](=O)[O-])C(F)(F)F)Cl